ClC=1C=C(C=CC1C#N)N1C[C@H](N(C[C@@H]1C)C(=O)NC=1C=NC(=CC1)OCCN1CCN(CC1)C=1C=C2C(N(C(C2=CC1)=O)C1C(NC(CC1)=O)=O)=O)C (2R,5S)-4-(3-chloro-4-cyanophenyl)-N-(6-(2-(4-(2-(2,6-dioxopiperidin-3-yl)-1,3-dioxoisoindolin-5-yl)piperazin-1-yl)ethoxy)pyridin-3-yl)-2,5-dimethylpiperazine-1-carboxamide